NCCC[Si](OCC)(OCC)OCC Gamma-aminopropyl-triethoxysilane